N-Propanoyl-alanine C(CC)(=O)N[C@@H](C)C(=O)O